2-[3-[2-[3-[4-amino-1-(1-bicyclo[1.1.1]pentanyl)pyrazolo[3,4-d]pyrimidin-3-yl]-5-cyclopropyl-isoxazol-4-yl]pyrimidin-5-yl]oxyazetidine-1-carbonyl]oxyacetic acid trifluoroacetate FC(C(=O)O)(F)F.NC1=C2C(=NC=N1)N(N=C2C2=NOC(=C2C2=NC=C(C=N2)OC2CN(C2)C(=O)OCC(=O)O)C2CC2)C21CC(C2)C1